C1(=CC=CC=C1)SCC=1N=C2N(C=CC(=C2)C2=NOC(=N2)C(F)(F)F)C1 3-(2-((phenylthio)methyl)imidazo[1,2-a]pyridin-7-yl)-5-(trifluoromethyl)-1,2,4-oxadiazole